N1CC(C1)OC1=CC(=NC=C1)C 4-(azetidin-3-yloxy)-2-methylpyridine